C(C)(C)(C)OC(=O)N[C@@H](C(=S)N[C@@H](CC1=CC=CC=C1)C(=O)O)CCC1=CC=CC=C1.C1(=CCCCCC1)[Si](C)(C)C 1-cyclohepten-1-yl-(trimethyl)silane ((R)-2-((tert-butoxycarbonyl)amino)-4-phenylbutanethioyl)-L-phenylalaninate